N-[4-[(6,7-dimethoxy-1,5-naphthyridin-4-yl)oxy]-3-fluorophenyl]-1-(4-fluorophenyl)-4,5,6-trimethyl-2-oxopyridine-3-carboxamide COC=1N=C2C(=CC=NC2=CC1OC)OC1=C(C=C(C=C1)NC(=O)C=1C(N(C(=C(C1C)C)C)C1=CC=C(C=C1)F)=O)F